6-chloro-3-[hydroxy-(3-methylisoxazol-5-yl)methylene]-5-[4-(3-hydroxypropoxy)phenyl]indolin-2-one ClC1=C(C=C2C(C(NC2=C1)=O)=C(C1=CC(=NO1)C)O)C1=CC=C(C=C1)OCCCO